BrC1=CC2=C(N=CO2)C=C1C 6-bromo-5-methylbenzo[d]oxazole